tert-butyl 1-(1H-indol-4-ylmethyl)piperidine-4-carboxylate N1C=CC2=C(C=CC=C12)CN1CCC(CC1)C(=O)OC(C)(C)C